N[C@H]1CN(CC1)N1C(=NC=2C1=C1C(=NC2)N(C=C1)S(=O)(=O)CC1=CC=CC=C1)CC(=O)O.CC(C)(C)S(=O)NCC=1OC=CN1 2-methyl-N-(oxazol-2-ylmethyl)propane-2-sulfinamide 1-((R)-3-aminopyrrolidin-1-yl)-6-toluenesulfonyl-1,6-dihydroimidazo[4,5-d]pyrrolo[2,3-b]pyridine-2-acetate